C1(=CC=CC=C1)COC1CC(C1)O 3-phenylmethyloxycyclobutanol